2(3H)phenylpropane C=1(CCC=CC1)C(C)C